(2R,3R,4R,5S,6R)-2-(acetoxymethyl)-5-(benzyloxy)-6-isobutyltetrahydro-2H-pyran-3,4-diyl diacetate C(C)(=O)O[C@@H]1[C@H](O[C@@H]([C@@H]([C@H]1OC(C)=O)OCC1=CC=CC=C1)CC(C)C)COC(C)=O